SCC(O)CO 1-Thioglycerol